CC1=CC=C(C=C/C/2=C/C(=O)OC2=O)C=C1 p-methylstyrene-maleic anhydride